Tert-Butyl 2-[[[2-(6-Bromo-4-Isopropyl-1-Oxo-Phthalazin-2-yl)Acetyl]Amino]Methyl]Pyrrolidine-1-Carboxylate BrC=1C=C2C(=NN(C(C2=CC1)=O)CC(=O)NCC1N(CCC1)C(=O)OC(C)(C)C)C(C)C